2-Chloro-N4-(3,4-dichlorophenyl)-5-methylpyrimidin-4-amine ClC1=NC=C(C(=N1)NC1=CC(=C(C=C1)Cl)Cl)C